C(C=C)(=O)N1CC(CCC1)N(CC)C1NC(C=2C(=NC=C(C21)F)C=2C=NN(C2)C)=O ((1-acryloylpiperidin-3-yl)(ethyl)amino)-7-fluoro-4-(1-methyl-1H-pyrazol-4-yl)-1H-pyrrolo[3,4-c]pyridine-3(2H)-one